BrC1=CC=C(C=N1)[C@H]1C[C@H]2N([C@@H](CN(C2)C2=C3C=CC=NC3=C(C=C2)C#N)C)CC1 5-((4R,8R,9ar)-8-(6-bromopyridin-3-yl)-4-methyl-octahydro-2H-pyrido[1,2-a]pyrazin-2-yl)quinoline-8-carbonitrile